[Br].CN1C=NC=C1 1-methylimidazole bromine salt